C[C@]12C(CCO1)[C@]1([C@H](CC2)C(CCC1)(C)C)C (3aS,5aR,9aR)-3a,6,6,9a-tetramethyl-2,4,5,5a,7,8,9,9b-octahydro-1H-benzo[e]benzofuran